N-(3-(2-(1,1-difluoroethyl)-6-methylpyrimidin-4-yl)-1-(difluoromethyl)-1H-pyrrolo[2,3-c]pyridin-5-yl)acetamide FC(C)(F)C1=NC(=CC(=N1)C1=CN(C2=CN=C(C=C21)NC(C)=O)C(F)F)C